5-{2-acetamidoimidazo[1,2-b]pyridazin-6-yl}-2-ethyl-N-{[2-fluoro-5-(trifluoromethyl)phenyl]methyl}pyridine-3-carboxamide C(C)(=O)NC=1N=C2N(N=C(C=C2)C=2C=C(C(=NC2)CC)C(=O)NCC2=C(C=CC(=C2)C(F)(F)F)F)C1